COC(CC=1C=C(C=CC1)B(O)O)=O (3-(2-methoxy-2-oxoethyl)phenyl)boronic acid